N-(1-(6-methyl-4,8-dioxo-1,3,6,2-dioxazaborocan-2-yl)-3-phenylprop-2-yn-1-yl)-4-nitrobenzenesulfonamide CN1CC(OB(OC(C1)=O)C(C#CC1=CC=CC=C1)NS(=O)(=O)C1=CC=C(C=C1)[N+](=O)[O-])=O